N-(2-bromophenyl)-4-methoxy-2-((3-methyl-4-(1-methylpiperidin-4-yl)phenyl)amino)pyrimidine-5-carboxamide BrC1=C(C=CC=C1)NC(=O)C=1C(=NC(=NC1)NC1=CC(=C(C=C1)C1CCN(CC1)C)C)OC